(S)-2-(3-fluoro-2-methoxy-5-(tetrahydro-2H-pyran-4-yl)phenyl)-2-((R)-3-((5-(5,6,7,8-tetrahydro-1,8-naphthyridin-2-yl)pentyl)oxy)pyrrolidin-1-yl)acetic acid FC=1C(=C(C=C(C1)C1CCOCC1)[C@@H](C(=O)O)N1C[C@@H](CC1)OCCCCCC1=NC=2NCCCC2C=C1)OC